FC=1C=C(C(=O)NC2=CC=C(C=C2)N(CC(C)(C)C)C)C=C(C1O)C=O 3-fluoro-5-formyl-4-hydroxy-N-(4-(methyl(neopentyl)amino)phenyl)benzamide